FC1=CC=C(C=C1)C(N1CCN(CC1)C1=C(C(N(C2=CC=CC=C12)CCF)=O)[N+](=O)[O-])C1=CC=C(C=C1)F 4-{4-[Bis(4-fluorophenyl)methyl]piperazin-1-yl}-1-(2-fluoroethyl)-3-nitro-1,2-dihydro-quinolin-2-one